O[C@H](COC=1C=C(C=CC1)S(=O)(=O)NC)CN[C@H]1COC2(C1)CCN(CC2)C2=NC=C(C=N2)C2=CC=CC=C2 3-((S)-2-hydroxy-3-((R)-8-(5-phenylpyrimidin-2-yl)-1-oxa-8-azaspiro[4.5]decan-3-ylamino)propoxy)-N-methylbenzenesulfonamide